2-[6-fluoro-7-[rel-(2S)-2-methyl-2,3,4,7-tetrahydro-1H-azepin-5-yl]-1,3-benzodioxol-5-yl]-N4,6-dimethyl-pyrimidine-2,4-diamine FC=1C(=CC2=C(OCO2)C1C=1CC[C@@H](NCC1)C)C1(NC(=CC(=N1)NC)C)N |o1:13|